3-(6-(hydroxymethyl)-1-oxo-7-phenoxyisoindolin-2-yl)piperidine-2,6-dione OCC1=CC=C2CN(C(C2=C1OC1=CC=CC=C1)=O)C1C(NC(CC1)=O)=O